N-((1H-benzo[d]imidazol-6-yl)methyl)-N-(3-methoxybenzyl)-2-((2-morpholinoethoxy)methyl)pyridin-4-amine N1C=NC2=C1C=C(C=C2)CN(C2=CC(=NC=C2)COCCN2CCOCC2)CC2=CC(=CC=C2)OC